NC1=C(C(=NC=N1)N[C@@H]1C[C@H](CCC1)C(C#CC)=O)C1=CC=C(C=C1)OC1=CC=CC=C1 1-((1S,3S)-3-(6-Amino-5-(4-phenoxyphenyl)pyrimidin-4-ylamino)cyclohexyl)-but-2-yn-1-on